5-(imidazo[1,2-a]pyridin-6-yl)-N-(cis-4-methoxycyclohexyl)pyrrolo[2,1-f][1,2,4]triazin-2-amine N=1C=CN2C1C=CC(=C2)C=2C=CN1N=C(N=CC12)N[C@@H]1CC[C@@H](CC1)OC